C(CCCCCCC\C=C/CCCCCCCC)P(O)(O)(O)CCCCCCCC\C=C/CCCCCCCC.P(OCCCCCCCC\C=C/CCCCCCCC)(OCCCCCCCC\C=C/CCCCCCCC)O dioleyl phosphite (dioleyl hydrogen phosphite)